CN1C2=C(OCC1)C=C(C=N2)C=O (4-methyl-2,3-dihydropyrido[3,2-b][1,4]oxazin-7-yl)methanone